3-hydroxy-2-carboxyl-quinoxaline OC=1C(=NC2=CC=CC=C2N1)C(=O)O